D-tryptophan N[C@H](CC1=CNC2=CC=CC=C12)C(=O)O